isobutyrylproline methyl ester COC([C@H]1N(CCC1)C(C(C)C)=O)=O